C(CCCCCCCCCCCCCCCCCCC)(=O)[O-].[Zn+2].C(CCCCCCCCCCCCCCCCCCC)(=O)[O-] zinc arachidate